(S)-N-methyl-4-(2-(3-(1-(4-methyl-4H-1,2,4-triazol-3-ylthio)ethyl)phenyl)-2H-1,2,3-triazol-4-yl)benzamide CNC(C1=CC=C(C=C1)C1=NN(N=C1)C1=CC(=CC=C1)[C@H](C)SC1=NN=CN1C)=O